ClC1=NN(C2=CC=C(C(=C12)Cl)B1OC(C(O1)(C)C)(C)C)C 3,4-dichloro-1-methyl-5-(4,4,5,5-tetramethyl-1,3,2-dioxaborolan-2-yl)-1H-indazole